7-[3-(4-fluoro-1H-pyrazol-1-yl)azetidin-1-yl]-5-methyl-4-oxo-1-(1,2,4-thiadiazol-5-yl)-1,4-dihydro-1,8-naphthyridine-3-carboxylic acid FC=1C=NN(C1)C1CN(C1)C1=CC(=C2C(C(=CN(C2=N1)C1=NC=NS1)C(=O)O)=O)C